ClC1=CC2=C(NC(=N2)CNC(=O)C=2N=C(SC2)NS(=O)(=O)C2=CNC3=CC=CC=C23)C=C1 N-((5-chloro-1H-benzo[d]imidazol-2-yl)methyl)-2-(1H-indole-3-sulfonamido)thiazole-4-carboxamide